5-(1-(2-chloro-6-cyclopropylpyridin-4-yl)-3-methylcyclobutyl)-4-methyl-4H-1,2,4-triazole-3-thiol ClC1=NC(=CC(=C1)C1(CC(C1)C)C=1N(C(=NN1)S)C)C1CC1